(2S)-2-amino-4,4,4-trifluorobutan-1-ol hydrochloride Cl.N[C@H](CO)CC(F)(F)F